FC1=C(C(=CC(=C1)F)F)C1=CC(=NO1)C(=O)O 5-(2,4,6-trifluoro-phenyl)-isoxazole-3-carboxylic acid